C(C)(=O)[AsH]([O-])=O.[Cu+2].C(C)(=O)[AsH]([O-])=O copper acetylarsinate